N-(2-Chloro-4-(trifluoromethyl)phenyl)-2-(5-ethyl-6-(4-(3-hydroxypicolinyl)piperazin-1-yl)-7-oxo-2-(spiro[3.3]hept-1-en-2-yl)-[1,2,4]triazolo[1,5-a]pyrimidin-4(7H)-yl)acetamide ClC1=C(C=CC(=C1)C(F)(F)F)NC(CN1C=2N(C(C(=C1CC)N1CCN(CC1)CC1=NC=CC=C1O)=O)N=C(N2)C2=CC1(C2)CCC1)=O